CN(S(=O)(=O)NC(CCC=1C=C(C=CC1)C1=CC(=C(C=C1)C=1NC(C2=C(N1)N(N=N2)CC2=CC=C(C=C2)OC)=O)OCC)=O)C N-(N,N-dimethylsulfamoyl)-3-(3'-ethoxy-4'-(3-(4-methoxybenzyl)-7-oxo-6,7-dihydro-3H-[1,2,3]triazolo[4,5-d]pyrimidin-5-yl)-[1,1'-biphenyl]-3-yl)propanamide